4-((s)-1-((s)-1-((5-(2,4-difluoro-6-(hydroxymethyl)phenoxy)pyrazin-2-yl)amino)-1-oxopropan-2-yl)-4,4-difluoropiperidin-3-yl)pyridine 1-oxide FC1=C(OC=2N=CC(=NC2)NC([C@H](C)N2C[C@@H](C(CC2)(F)F)C2=CC=[N+](C=C2)[O-])=O)C(=CC(=C1)F)CO